N-methyl-4-((2-(trimethylsilyl)ethoxy)methyl)-4H-thieno[3,2-b]Pyrrole-5-carboxamide CNC(=O)C1=CC2=C(N1COCC[Si](C)(C)C)C=CS2